tert-Butyl (6-((3-(1-(3,5-dichlorophenyl)-3-(3,3-dimethylmorpholine-4-carbonyl)-7-methoxy-1,4-dihydrochromeno[4,3-c]pyrazol-8-yl)phenyl)amino)-6-oxohexyl)carbamate ClC=1C=C(C=C(C1)Cl)N1N=C(C2=C1C=1C=C(C(=CC1OC2)OC)C=2C=C(C=CC2)NC(CCCCCNC(OC(C)(C)C)=O)=O)C(=O)N2C(COCC2)(C)C